[2-(2-chlorobenzyl)-8-methyl-4,5-dihydro-2H-furo[2,3-g]indazol-7-yl](4-propylpiperazin-1-yl)methanone ClC1=C(CN2N=C3C4=C(CCC3=C2)OC(=C4C)C(=O)N4CCN(CC4)CCC)C=CC=C1